5-Methyl-N4-[3-(2,2-dimethylpropanamido)phenyl]-N2-[4-(4-methylpiperazin-1-yl)phenyl]pyrimidine-2,4-diamine CC=1C(=NC(=NC1)NC1=CC=C(C=C1)N1CCN(CC1)C)NC1=CC(=CC=C1)NC(C(C)(C)C)=O